NC1=NC(=NC=C1C)C=1C=C2C=CN(C(C2=C(C1F)F)=O)CCC[C@H](C)NC=1C=NNC(C1C(F)(F)F)=O 6-(4-amino-5-methylpyrimidin-2-yl)-7,8-difluoro-2-[(4S)-4-[[6-oxo-5-(trifluoromethyl)-1H-pyridazin-4-yl]amino]pentyl]isoquinolin-1-one